[4-[4-bis(2,4-di-tert-butylphenoxy)phosphinophenyl]phenyl]bis(2,4-di-tert-butyl-phenoxy)phosphane C(C)(C)(C)C1=C(OP(C2=CC=C(C=C2)C2=CC=C(C=C2)P(OC2=C(C=C(C=C2)C(C)(C)C)C(C)(C)C)OC2=C(C=C(C=C2)C(C)(C)C)C(C)(C)C)OC2=C(C=C(C=C2)C(C)(C)C)C(C)(C)C)C=CC(=C1)C(C)(C)C